SC[C@H](O)[C@H](O)CS Dithioerythritol